C=1(C(=CC=CC1)C)C.[K] potassium xylene